4-methyl-N-{2-[(2R)-1-methylpiperidin-2-yl]-1-{[2-(trimethylsilyl)ethoxy]Methyl}pyrrolo[3,2-c]Pyridin-6-yl}-3-oxo-2H-1,4-benzoxazine-7-carboxamide CN1C(COC2=C1C=CC(=C2)C(=O)NC2=CC1=C(C=N2)C=C(N1COCC[Si](C)(C)C)[C@@H]1N(CCCC1)C)=O